CN([C@@H](C(=O)O)C1=C2[C@@H](CO[C@@]3(COCCC3)C2=CC=C1)C)[C@@H]1C[C@H](CC1)OCCCCC1=NC=2NCCCC2C=C1 (R)-2-(methyl((1S,3S)-3-(4-(5,6,7,8-tetrahydro-1,8-naphthyridin-2-yl)butoxy)cyclopentyl)amino)-2-((1R,4S)-4-methyl-5',6'-dihydro-2'H,4'H-spiro[isochromane-1,3'-pyran]-5-yl)acetic acid